FC1=C(C=CC(=C1)[N+](=O)[O-])C1C(CN(CC1)C(=O)OC(C)(C)C)=O tert-butyl 4-(2-fluoro-4-nitro-phenyl)-3-oxo-piperidine-1-carboxylate